tert-butyl-8-hydroxy-6-oxo-6,8-dihydro-2H-spiro[benzo[2,1-b:3,4-c']difuran-3,4'-piperidine]-1'-carboxylic acid C(C)(C)(C)C1N(CCC2(C1)C1=C(OC2)C=2C(OC(C2C=C1)=O)O)C(=O)O